C1(CC1)C(=O)C=1C=NC(=CC1N[C@H](C)CCO)NC1=NC(=NC=C1)C=1C=NN(C1)S(=O)(=O)C1CC1 (R)-Cyclopropyl(6-((2-(1-(cyclopropylsulfonyl)-1H-pyrazol-4-yl)pyrimidin-4-yl)amino)-4-((4-hydroxybutan-2-yl)amino)pyridin-3-yl)methanone